Ethyl (2E)-4-bromobut-2-enoate BrC/C=C/C(=O)OCC